4-(2-chloro-7-methyl-8-oxo-7,8-dihydro-9H-purin-9-yl)piperidine-1-carboxylic acid tert-butyl ester C(C)(C)(C)OC(=O)N1CCC(CC1)N1C2=NC(=NC=C2N(C1=O)C)Cl